CC1=CC=C(C=C1)S(=O)(=O)OCCOC1CCN(CC1)C(=O)OC(C)(C)C tert-butyl 4-[2-[(4-methylbenzenesulfonyl)oxy]ethoxy]piperidine-1-carboxylate